tert-butyl 4-(3,3-dimethyl-2-oxoindolin-6-yl)piperazine-1-carboxylate CC1(C(NC2=CC(=CC=C12)N1CCN(CC1)C(=O)OC(C)(C)C)=O)C